2-trans-aminocyclobutanol NC1(CCC1)O